4-(hydroxymethyl)-3,6-dihydropyridine-1(2H)-carboxylic acid tert-butyl ester C(C)(C)(C)OC(=O)N1CCC(=CC1)CO